N=1C=CN2C1C(=NC=C2)C2=CC=C(C(=N2)OC)NC(=O)C=2C(=NOC2C)C2=CC=CC=C2 (6-imidazo[1,2-a]pyrazin-8-yl-2-methoxy-3-pyridinyl)-5-methyl-3-phenyl-isoxazole-4-carboxamide